C(C1=CC=CC=C1)OC1=C(C(=C(C(=O)O)C(=C1)C=CC1=CC=C(C=C1)F)O)CC=C(C)C 4-(benzyloxy)-6-(4-fluorostyryl)-2-hydroxy-3-(3-methylbut-2-en-1-yl)benzoic acid